methyl 2-(6-bromo-4-(fluoromethyl)-1-oxophthalazin-2(1H)-yl)acetate BrC=1C=C2C(=NN(C(C2=CC1)=O)CC(=O)OC)CF